FC1=C(C=C(C=C1)OC1=NC(=CC=C1)C1=CC=C(C=C1)N1CCOCC1)O 2-fluoro-5-((6-(4-morpholinophenyl)pyridin-2-yl)oxy)phenol